C(C)(C)(C)OC(=O)N1[C@@H](CC1)C(NCCN(C)C)=O (2S)-2-(2-dimethylaminoethylcarbamoyl)azetidine-1-carboxylic acid tert-butyl ester